2-methyl-6-morpholino-5-(pyrazolo[1,5-a]pyrimidine-3-carbonylamino)-3H-benzofuran-2-carboxylic acid CC1(OC2=C(C1)C=C(C(=C2)N2CCOCC2)NC(=O)C=2C=NN1C2N=CC=C1)C(=O)O